C(C)(C)C1=CC=C(C=C1)C=1N=C2N(C=CC=N2)C1CN1CC2CCC(C1)N2C(=O)OC(C)(C)C tert-Butyl 3-{[2-(4-isopropylphenyl)imidazo[1,2-a]pyrimidin-3-yl]methyl}-3,8-diazabicyclo[3.2.1]octane-8-carboxylate